Cl.C(C1=CC=CC=C1)N(CCCl)CCCl N-benzyl-2-chloro-N-(2-chloroethyl)ethan-1-amine hydrogen chloride